4,5,6-trimethoxyindole-2-acetic acid COC1=C2C=C(NC2=CC(=C1OC)OC)CC(=O)O